(4-fluorophenyl)(2-(1,2,3,6-tetrahydropyridin-4-yl)pyrimidin-5-yl)methanone FC1=CC=C(C=C1)C(=O)C=1C=NC(=NC1)C=1CCNCC1